4-(2-(4-fluorophenyl)-5-(methylsulfonyl)-4,5,6,7-tetrahydropyrazolo[1,5-a]pyrazin-3-yl)pyrimidin-2-amine FC1=CC=C(C=C1)C1=NN2C(CN(CC2)S(=O)(=O)C)=C1C1=NC(=NC=C1)N